5-(2-hydroxyethyl)-1-(4-(4-(2-hydroxyethyl)-piperazin-1-yl)-3-trifluoromethylphenyl)-8-(6-methoxypyridin-3-yl)-1,5-dihydro-4H-[1,2,3]triazolo[4,5-c]quinolin-4-one OCCN1C(C2=C(C=3C=C(C=CC13)C=1C=NC(=CC1)OC)N(N=N2)C2=CC(=C(C=C2)N2CCN(CC2)CCO)C(F)(F)F)=O